1-(benzo[d]thiazol-2-yl)-3-(4-chlorophenyl)urea S1C(=NC2=C1C=CC=C2)NC(=O)NC2=CC=C(C=C2)Cl